N\C(=C(\C#N)/C(=O)N1CCC1)\C1=CC(=C(C(=C1)[N+](=O)[O-])O)O (Z)-3-amino-2-(azetidine-1-carbonyl)-3-(3,4-dihydroxy-5-nitrophenyl)acrylonitrile